3-(prop-1-en-2-yl)-2,5-dihydropyrrole-1-carboxylic acid tert-butyl ester C(C)(C)(C)OC(=O)N1CC(=CC1)C(=C)C